4-(5-chloroindoline-1-carbonyl)-1H-1,2,3-triazole-5-carboxylic acid ClC=1C=C2CCN(C2=CC1)C(=O)C=1N=NNC1C(=O)O